N,N'-di(2-cyanoethyl)-1,2-pentanediamine C(#N)CCNCC(CCC)NCCC#N